ClC=1C=C(C=CC1C(=O)N1CCN(CC1)C(=O)C1CCNCC1)NC(=O)C=1N(C(=CN1)C=1C(=NN(C1)C1=NC=C(C=C1)OCCOC)C(F)(F)F)C N-[3-chloro-4-[4-(piperidine-4-carbonyl)piperazine-1-carbonyl]phenyl]-5-[1-[5-(2-methoxyethoxy)-2-pyridyl]-3-(trifluoromethyl)pyrazol-4-yl]-1-methyl-imidazole-2-carboxamide